4-[(1S,4R,5R)-5-{[5-cyclopropyl-3-(2,6-dichlorophenyl)-1,2-oxazol-4-yl]methoxy}-3-oxo-2-azabicyclo[2.2.1]heptan-2-yl]-2-fluoro-N-[(oxolan-3-yl)methanesulfonyl]benzamide C1(CC1)C1=C(C(=NO1)C1=C(C=CC=C1Cl)Cl)CO[C@H]1[C@@H]2C(N([C@H](C1)C2)C2=CC(=C(C(=O)NS(=O)(=O)CC1COCC1)C=C2)F)=O